CC=1C(=NC=2N(C1)N=CC2C2=CC(=NC=C2)NC)C(=O)N 6-methyl-3-(2-(methylamino)pyridin-4-yl)pyrazolo[1,5-a]pyrimidine-5-carboxamide